(2r,3s)-2,3-dimethyl-azetidin-3-ol C[C@H]1NC[C@@]1(O)C